ClC=1C=C(C(=NC1)OC)S(=O)(=O)NC=1C(=C(C(=CC1)F)C=1C=CC=2N(C1C)C=NC2C(=O)OCC)F ethyl 6-[3-(5-chloro-2-methoxypyridine-3-sulfonamido)-2,6-difluorophenyl]-5-methylimidazo[1,5-a]pyridine-1-carboxylate